N1=C(N=CC=C1)C1=C(C=CC=C1)C(=O)N1[C@@H]2[C@@H](C[C@H](C1)C2)NC2=NC=C(N=C2)C(F)(F)F (2-(pyrimidin-2-yl)phenyl)((1S,4S,6R)-6-((5-(trifluoromethyl)pyrazin-2-yl)amino)-2-azabicyclo[2.2.1]heptan-2-yl)methanone